C1(CC1)C1=CC(=C(C=C1F)NS(=O)(=O)C1=CNC(=C1)C=1SC=CN1)F N-(4-cyclopropyl-2,5-difluorophenyl)-5-(thiazol-2-yl)-1H-pyrrol-3-sulfonamide